C(C)(C)(C)OC(=O)N1C[C@H]([C@H](CC1)C(=O)O)F (3S,4R)-1-(tert-butoxycarbonyl)-3-fluoropiperidine-4-carboxylic acid